FC(CC1=CC2=C(S1)[C@@]1(C[C@@H](N(CC1)CC(O)C1=CC=CC=C1)C)OCC2)F 2-[(2'S,7R)-2-(2,2-difluoroethyl)-2'-methyl-spiro[4,5-dihydrothieno[2,3-c]pyran-7,4'-piperidin]-1'-yl]-1-phenyl-ethanol